FC1(CC1)C1=NNC(=N1)C1CC2(CN(C2)C(=O)N2CC3(C2)CC(C3)CC3=NC=C(N=C3)C(F)(F)F)C1 [6-[3-(1-fluorocyclopropyl)-1H-1,2,4-triazol-5-yl]-2-azaspiro[3.3]heptan-2-yl]-[6-[[5-(trifluoromethyl)pyrazin-2-yl]methyl]-2-azaspiro[3.3]heptan-2-yl]methanone